CC1=NC=CC=C1N1C(C2=C(C=C1)C(=CN2)C2=NC(=NC=C2C(F)(F)F)NC2CNCCC2)=O 6-(2-methylpyridin-3-yl)-3-{2-[(piperidin-3-yl)amino]-5-(trifluoromethyl)pyrimidin-4-yl}-1H,6H,7H-pyrrolo[2,3-c]pyridin-7-one